N1=CN=CC2=C1C=COC2 5H-pyrano[4,3-d]pyrimidin